COC(C1=C(C=C(C=C1)C1=NO[C@](C1)(C(F)(F)F)C1=CC(=C(C(=C1)Cl)F)Cl)C)=O (S)-4-(5-(3,5-dichloro-4-fluorophenyl)-5-(trifluoromethyl)-4,5-dihydroisoxazol-3-yl)-2-methylbenzoic acid methyl ester